(4Z)-4-(1,3-Benzothiazol-6-ylmethylene)-2-[(5-methyl-2-furyl)methylamino]-1H-imidazol-5-one S1C=NC2=C1C=C(C=C2)\C=C\2/N=C(NC2=O)NCC=2OC(=CC2)C